C1(CC1)C1=CC=NN1CC1CC2(CN(C2)C(=O)N2CC3(C2)CC(C3)C3=NC(=NN3)C3CC3)C1 [6-[(5-cyclopropylpyrazol-1-yl)methyl]-2-azaspiro[3.3]heptan-2-yl]-[6-(3-cyclopropyl-1H-1,2,4-triazol-5-yl)-2-azaspiro[3.3]heptan-2-yl]methanone